(S)-4-((2-(3,5-difluorophenoxy)ethyl)(4-(5,6,7,8-tetrahydro-1,8-naphthyridin-2-yl)butyl)amino)-2-((1-methyl-1H-benzo[d]imidazol-2-yl)amino)butanoic acid FC=1C=C(OCCN(CC[C@@H](C(=O)O)NC2=NC3=C(N2C)C=CC=C3)CCCCC3=NC=2NCCCC2C=C3)C=C(C1)F